2-(6-Acetyloxy-6-methylheptan-2-yl)cyclopropane-1-carboxylic acid ethyl ester C(C)OC(=O)C1C(C1)C(C)CCCC(C)(C)OC(C)=O